(2S,4S)-4-vinylpyrrolidine-1,2-dicarboxylic acid 1-tert-butyl 2-methyl ester COC(=O)[C@H]1N(C[C@@H](C1)C=C)C(=O)OC(C)(C)C